N[C@H]1CN(CC[C@@H]1N1C(N(C2=NC(=NC=C2C1)NC1=CC=C(C=C1)N1CCN(CC1)C)C)=O)C(C=C)=O |o1:1,6| rel-(3S,4S)-3-(3-amino-1-prop-2-enoyl-4-piperidinyl)-1-methyl-7-[4-(4-methylpiperazin-1-yl)anilino]-4H-pyrimido[4,5-d]pyrimidin-2-one